C(C)(C)(C)OC(=O)N(C(OC(C)(C)C)=O)C1=C(C=C(C=C1)P(=O)(C)C)C(F)(F)F tert-butyl N-tert-butoxycarbonyl-N-[4-dimethylphosphoryl-2-(trifluoromethyl)phenyl]carbamate